((1R,2S)-2-fluorocyclopropyl)(3-(6-(1-methyl-1H-pyrazol-4-yl)pyrrolo[2,1-f][1,2,4]triazin-4-yl)-3,8-diazabicyclo[3.2.1]octan-8-yl)methanone F[C@@H]1[C@H](C1)C(=O)N1C2CN(CC1CC2)C2=NC=NN1C2=CC(=C1)C=1C=NN(C1)C